1-cyclopropyl-N-[[2-fluoro-4-[5-(trifluoromethyl)-1,2,4-oxadiazol-3-yl]phenyl]methyl]methanesulfonamide C1(CC1)CS(=O)(=O)NCC1=C(C=C(C=C1)C1=NOC(=N1)C(F)(F)F)F